O[C@H](CN(C(C1=CN=CC(=C1)C#CC=1C=NN(C1)C(F)(F)F)=O)C)CC1=CC=CC=C1 (S)-N-(2-hydroxy-3-phenylpropyl)-N-methyl-5-((1-(trifluoromethyl)-1H-pyrazol-4-yl)ethynyl)nicotinamide